Ethyl 2-[6-(1,1-difluoropropyl) pyridin-3-yl]-5-[({1-[2-fluoro-4-(trifluoromethoxy) phenyl]cyclopropyl} carbonyl)amino]-3-methylbenzoate FC(CC)(F)C1=CC=C(C=N1)C1=C(C(=O)OCC)C=C(C=C1C)NC(=O)C1(CC1)C1=C(C=C(C=C1)OC(F)(F)F)F